COS(=O)(=O)O.CN1C2=C(NC3=C1C=CC=C3)C=CC=C2 N-methyl-dibenzopyrazine methyl-sulfate